tert-butyl 7-(4-{4-amino-3-[4-(difluoromethanesulfonamido)-3-[(1S)-1-(4-fluorophenyl) ethoxy]phenyl]-1-methyl-1H-pyrazolo[4,3-c]pyridin-7-yl}-1H-pyrazol-1-yl)heptanoate NC1=NC=C(C2=C1C(=NN2C)C2=CC(=C(C=C2)NS(=O)(=O)C(F)F)O[C@@H](C)C2=CC=C(C=C2)F)C=2C=NN(C2)CCCCCCC(=O)OC(C)(C)C